2-[4-methyl-3-[2-(trifluoromethyl)-4-pyridyl]pyrazol-1-yl]-N-(5-pyrazin-2-yl-2-pyridyl)acetamide CC=1C(=NN(C1)CC(=O)NC1=NC=C(C=C1)C1=NC=CN=C1)C1=CC(=NC=C1)C(F)(F)F